C(C1=CC=CC=C1)OC=1C=C(C2=C(C(=CC=C2C1)F)CC)N1CC=2N=C(N=C(C2CC1)O)OC[C@]12CCCN2C[C@@H](C1)F 7-(3-(benzyloxy)-8-ethyl-7-fluoronaphthalen-1-yl)-2-(((2R,7aS)-2-fluorohexahydro-1H-pyrrolizin-7a-yl)methoxy)-5,6,7,8-tetrahydropyrido[3,4-d]pyrimidin-4-ol